3-(2-pyrenyl)propyl methacrylate C(C(=C)C)(=O)OCCCC1=CC2=CC=C3C=CC=C4C=CC(=C1)C2=C43